4-(2-{5-[(7R)-7-amino-2-azabicyclo[2.2.1]heptane-2-carbonyl]-7-methoxy-1-methyl-1H-1,3-benzodiazol-2-yl}-1-(cyclopropylmethyl)-1H-pyrrolo[2,3-b]pyridin-6-yl)-2-fluoro-5-methylbenzamide N[C@H]1C2N(CC1CC2)C(=O)C2=CC1=C(N(C(=N1)C1=CC=3C(=NC(=CC3)C3=CC(=C(C(=O)N)C=C3C)F)N1CC1CC1)C)C(=C2)OC